C1(=CC=CC=C1)C=1N=CC(=NC1C1=CC=CC=C1)SCC(=O)N(C)C 2-(5,6-diphenylpyrazin-2-yl)sulfanyl-N,N-dimethylacetamide